C1=CC=CC=2OC3=CC=CC=C3CC12.[Li].[Li] dilithium xanthene